ClC1=CC=C(C=C1)C(C)(C#C)C=1N=C(SC1)NC(=O)NCC(CO)O 1-(4-(2-(4-chlorophenyl)-but-3-yn-2-yl)thiazol-2-yl)-3-(2,3-dihydroxyprop-yl)urea